octadec-3,13-dien-1-yl acetate C(C)(=O)OCCC=CCCCCCCCCC=CCCCC